5-(4-Cyclohexylphenyl)-3-(3-(fluoromethyl)azetidine-1-carbonyl)-2-(4-methoxypyrimidin-2-yl)pyrazolo[1,5-a]pyrimidin-7(4H)-one C1(CCCCC1)C1=CC=C(C=C1)C=1NC=2N(C(C1)=O)N=C(C2C(=O)N2CC(C2)CF)C2=NC=CC(=N2)OC